5-chloro-3-((1-(2-hydroxy-2-methylpropyl)piperidin-4-yl)oxy)thiophene ClC1=CC(=CS1)OC1CCN(CC1)CC(C)(C)O